1-[[2-(2,6-dioxo-3-piperidyl)-1-oxo-isoindolin-5-yl]methyl]-3-[2-methoxy-5-(trifluoromethyl)phenyl]urea O=C1NC(CCC1N1C(C2=CC=C(C=C2C1)CNC(=O)NC1=C(C=CC(=C1)C(F)(F)F)OC)=O)=O